ClC1=C(C=C(C(=C1)F)C1=NC=NC2=CC(=CC=C12)N1CCOCC1)C(C1=NNC(C=C1)=O)O 3-[[2-Chloro-4-fluoro-5-(7-morpholino-quinazolin-4-yl)phenyl]-hydroxymethyl]-1H-pyridazin-6-one